COC=1C=C(C(=O)NC=2SC(=NN2)C2=CC=NC=C2)C=CC1O[C@@H](CN1CCOCC1)C1=CC=CC=C1 (R)-3-methoxy-4-(2-morpholino-1-phenylethoxy)-N-(5-(pyridin-4-yl)-1,3,4-thiadiazol-2-yl)benzamide